DichlorooximinofurazanE ClC1(C(NON1)=NO)Cl